C(C1=CC=CC=C1)OC1=C(C=CC2=CC=CC=C12)C1=NNC(=C1)C1=CSC=C1 3-(1-(benzyloxy)naphthalen-2-yl)-5-(thiophen-3-yl)-1H-pyrazole